(E)-2-(3-(2-((1,5-dimethyl-1H-pyrazol-3-yl)amino)-5-methylpyrimidin-4-yl)-1H-indol-7-yl)-4-(3-hydroxyprop-1-en-1-yl)isoindolin-1-one CN1N=C(C=C1C)NC1=NC=C(C(=N1)C1=CNC2=C(C=CC=C12)N1C(C2=CC=CC(=C2C1)\C=C\CO)=O)C